(2S,3S)-2,3-bis(4-methylbenzoyloxy)butanedioic acid CC1=CC=C(C(=O)O[C@H](C(=O)O)[C@@H](C(=O)O)OC(C2=CC=C(C=C2)C)=O)C=C1